ClC1=CC=C2C(=N1)N=C(O2)N2CCN(CC2)C(=O)C=2C=NC(=C(C2)C)OCC2OCCC2 [4-(5-chlorooxazolo[4,5-b]pyridin-2-yl)piperazin-1-yl]-[5-methyl-6-(tetrahydrofuran-2-ylmethoxy)-3-pyridyl]methanone